N-[5-(2-Chloro-6-methyl-4-pyridyl)-4-(3-cyanophenyl)thiazol-2-yl]-2-(2-hydroxy-2-methyl-propyl)pyrrolidin-1-carboxamid ClC1=NC(=CC(=C1)C1=C(N=C(S1)NC(=O)N1C(CCC1)CC(C)(C)O)C1=CC(=CC=C1)C#N)C